Cl.C1(=CC=CC=C1)C1CN=C(CO1)N 6-phenyl-5,6-dihydro-2H-1,4-oxazin-3-amine hydrochloride